COC1=CC2=C(N(C=N2)[C@H]2C=CC(=C(N2)C2=CC(N(C=C2)C)=O)C(C)O)C=C1OC (S)-6-(5,6-dimethoxy-1H-benzo[d]imidazol-1-yl)-3-(1-hydroxyethyl)-1'-methyl-[2,4'-bipyridin]-2'(1H)-one